benzyl-methoxypentoxysilane C(C1=CC=CC=C1)[SiH2]OCCCCCOC